3,3,3-TRIFLUOROPROPANAL FC(CC=O)(F)F